C(C)(=O)N1C[C@](CC1)(C)C=1NC(C=C2C1C(=NN(C2=O)C)N[C@H](C)C2=C(C(=CC=C2)C(F)F)F)=O ((R)-1-acetyl-3-methylpyrrolidin-3-yl)-4-(((R)-1-(3-(difluoromethyl)-2-fluorophenyl)ethyl)amino)-2-methyl-2,6-dihydropyrido[3,4-d]pyridazine-1,7-dione